BrC1=C(C=NN(C1=O)C)N[C@@H]1C[C@@H](CN(C1)C)C1=CC=C(C(=O)N2CCN(CC2)CC2=C3CN(C(C3=CC=C2)=O)C2C(NC(CC2)=O)=O)C=C1 3-[4-[[4-[4-[(3R,5R)-5-[(5-bromo-1-methyl-6-oxo-pyridazin-4-yl)amino]-1-methyl-3-piperidyl]benzoyl]piperazin-1-yl]methyl]-1-oxo-isoindolin-2-yl]piperidine-2,6-dione